ClC=1NC(C=2C(N1)=NN(C2)C2=C(C=C(C=C2C)OC(F)F)C)=O 6-chloro-2-(4-(difluoromethoxy)-2,6-dimethylphenyl)-2,5-dihydro-4H-pyrazolo[3,4-d]pyrimidin-4-one